C1(=CC=CC=C1)C1(CC(=NO1)C(=O)OCC)C1=CC=CC=C1 ethyl 5,5-diphenyl-2-isoxazolinecarboxylate